FC1=C(C2=C(C(=NO2)N2C(SC(=C2)CO)=O)C=C1C=O)F (R)-6,7-difluoro-3-(5-(hydroxymethyl)-2-oxothiazol-3-yl)benzo[d]isoxazole-5-carbaldehyde